(4-methoxy-2-methylphenyl)-3-oxobutanamide COC1=CC(=C(C=C1)C(C(=O)N)C(C)=O)C